(E)-2-(2-(2-Bromo-5-chlorobenzylidene)hydrazineyl)pyridine BrC1=C(\C=N\NC2=NC=CC=C2)C=C(C=C1)Cl